3-(2-methoxymethoxy-4-fluorophenyl)-3-phenyl-acrylic acid methyl ester COC(C=C(C1=CC=CC=C1)C1=C(C=C(C=C1)F)OCOC)=O